2-[1-[2-[3-(Hydroxymethyl)-3-phenyl-azetidin-1-yl]-6-methyl-4-oxo-chromen-8-yl]ethylamino]benzoic acid OCC1(CN(C1)C=1OC2=C(C=C(C=C2C(C1)=O)C)C(C)NC1=C(C(=O)O)C=CC=C1)C1=CC=CC=C1